C(CCC)C1N(S(C2=C(N(C1)C1=CC=CC=C1)C=C(C(=C2)OC=CC(=O)O)SC)(=O)=O)C 3-((3-butyl-2-methyl-7-(methylthio)-1,1-dioxido-5-phenyl-2,3,4,5-tetrahydro-1,2,5-benzothiadiazepin-8-yl)oxy)acrylic acid